ClCC1=NC=CC(=C1)C(=O)[O-] 2-(chloromethyl)pyridine-4-carboxylate